[(9aS)-3-[4-fluoro-3-(1-methylpyrrol-3-yl)phenyl]-3,4,6,7,9,9a-hexahydro-1H-pyrazino[2,1-c][1,4]oxazin-8-yl]-(2-chloro-3-methoxyphenyl)methanone FC1=C(C=C(C=C1)C1CN2[C@H](CO1)CN(CC2)C(=O)C2=C(C(=CC=C2)OC)Cl)C2=CN(C=C2)C